4-(6-(4-bromothiophene-2-yl) pyrazine-2-yl)-2-methoxybenzoate BrC=1C=C(SC1)C1=CN=CC(=N1)C1=CC(=C(C(=O)[O-])C=C1)OC